5,6,7-trihydro-quinolin-8-one N1=CC=CC=2CCCC(C12)=O